ClC1=CC(=CC=2COB(C21)O)NC2=NC=C(C(=N2)N[C@H]2[C@@H](CCCC2)C#N)F (trans)-2-[[2-[(7-chloro-1-hydroxy-3H-2,1-benzoxaborol-5-yl)amino]-5-fluoro-pyrimidin-4-yl]amino]cyclohexanecarbonitrile